C(C)(C)(C)OC(=O)N1CCC(CC1)C=1C=C(C=C2C=C(N(C12)CC1CC1)\C=C(/C)\[N+](=O)[O-])F (E)-4-(1-(cyclopropylmethyl)-5-fluoro-2-(2-nitroprop-1-en-1-yl)-1H-indol-7-yl)piperidine-1-carboxylic acid tert-butyl ester